COC1=CC=C(C=C1)C(OC[C@@H]1[C@H]([C@H]([C@@H](O1)N1C2=NC=NC(=C2N=C1)N(C(C1=CC=CC=C1)=O)C)OC)O[Si](C)(C)C(C)(C)C)(C1=CC=CC=C1)C1=CC=C(C=C1)OC N-(9-((2R,3R,4R,5R)-5-((bis(4-methoxyphenyl)(phenyl)methoxy)methyl)-4-((tert-butyldimethylsilyl)oxy)-3-methoxytetrahydrofuran-2-yl)-9H-purin-6-yl)-N-methylbenzamide